NC1=C(C=CC(=C1F)NCC1=CC=C(C=C1)OC(F)(F)F)NC(CC(C)(C)C)=O N-(2-Amino-3-fluoro-4-((4-(trifluoromethoxy)benzyl)amino)phenyl)-3,3-dimethylbutanamid